ClC=1C2=CN(N=C2C=CC1C1=CNC=2N=C(N(C(C21)=O)C)N2[C@@H](CNCC2)C)C (R)-5-(4-chloro-2-methyl-2H-indazol-5-yl)-3-methyl-2-(2-methylpiperazin-1-yl)-3,7-dihydro-4H-pyrrolo[2,3-d]pyrimidin-4-one